NCCSCCC(=O)[O-] 3-(2-aminoethyl thio)-propionate